C(C)(C)OC1=NC=2N(C=C1C(=O)OC(C)C)C=C(N2)C21COC(CC2)(CC1)C isopropyl 7-isopropoxy-2-(1-methyl-2-oxabicyclo[2.2.2]octan-4-yl)imidazo[1,2-a]pyrimidine-6-carboxylate